N1=C(C(CC2=CC=CC=C12)=O)C1=NC2=CC=CC=C2C=C1 biazanaphthone